ClC=1C=C(C=C(C1Cl)OC(F)(F)F)CO (3,4-dichloro-5-(trifluoromethoxy)phenyl)methanol